CC(C=O)C1CC=C(CC1)C=1N=C(SC1)OCC1=CC=C(C=C1)OC methyl-2-(4-(2-((4-methoxybenzyl)oxy)thiazol-4-yl)cyclohex-3-en-1-yl)acetaldehyde